acryloyloxy-2,2,6,6-tetramethyl-piperidine C(C=C)(=O)ON1C(CCCC1(C)C)(C)C